2-[[4-amino-1-[5-(1-amino-2-hydroxypropyl)-1,3,4-oxadiazol-2-yl]-4-oxobutyl]carbamoylamino]-3-hydroxypropionic acid NC(CCC(C=1OC(=NN1)C(C(C)O)N)NC(=O)NC(C(=O)O)CO)=O